C(C)(C)(C)NC(=O)C=1C(=CC2=C(CCO2)C1Cl)C=1N=CSC1 N-(tert-butyl)-4-chloro-6-(thiazol-4-yl)-2,3-dihydrobenzofuran-5-carboxamide